NC=1C=CC=C(C1)C1=CC=CC=C1 5-amino-[1,1'-biphenyl]